N-(3-((2-((4-(4-((2-(2,6-dioxopiperidin-3-yl)-1,3-dioxoisoindolin-4-yl)glycyl)piperazin-1-yl)phenyl)amino)furo[3,2-d]pyrimidin-4-yl)oxy)phenyl)propionamide O=C1NC(CCC1N1C(C2=CC=CC(=C2C1=O)NCC(=O)N1CCN(CC1)C1=CC=C(C=C1)NC=1N=C(C2=C(N1)C=CO2)OC=2C=C(C=CC2)NC(CC)=O)=O)=O